C[Si](C1=CC=C(C=C1)C1=NN=C(O1)C1=CC=C(C=C1)C=1C(=O)NC(C1)=O)(C1=CC=C(C=C1)C1=NN=C(O1)C1=CC=C(C=C1)C=1C(=O)NC(C1)=O)C N'-[dimethylsilylenebis[(4,1-phenylene)(1,3,4-oxadiazol-5,2-diyl)(4,1-phenylene)]]bismaleimide